tert-butyl 4-(3-(3,3-difluorocyclobutyl)-1,2,4-oxadiazol-5-yl)-4-morpholinopiperidine-1-carboxylate FC1(CC(C1)C1=NOC(=N1)C1(CCN(CC1)C(=O)OC(C)(C)C)N1CCOCC1)F